2'-Chloro-N-(5-(4-chloro-6-methoxy-nicotinoyl)-5,6-dihydro-4H-pyrrolo[3,4-d]thiazol-2-yl)-5'-methoxy-6-methyl-[4,4'-bipyridine]-3-carboxamide ClC1=NC=C(C(=C1)C1=C(C=NC(=C1)C)C(=O)NC=1SC2=C(N1)CN(C2)C(C2=CN=C(C=C2Cl)OC)=O)OC